3-tertiary butyl-4-hydroxy-5-methyl-phenyl-alanine C(C)(C)(C)C=1C=C(C=C(C1O)C)N[C@@H](C)C(=O)O